trans-(E)-4-(dimethylamino)-N-(3-((6-(4-hydroxy-2-methylphenyl)-1H-indazol-4-yl)oxy)cyclobutyl)-N-methylbut-2-enamide CN(C/C=C/C(=O)N(C)[C@@H]1C[C@H](C1)OC1=C2C=NNC2=CC(=C1)C1=C(C=C(C=C1)O)C)C